O(P([O-])(=O)OP(=O)([O-])[O-])C1(C(C=CC=C1)C)C xylenyl diphosphate